C1(=CC=CC=C1)C1=C(C2=C(OC3=C2C=CC=C3)C=C1)C=1C(=C(C(=C(C1)C1=CC=CC=C1)C1=NN=NC(=C1C1=CC=CC=C1)C1=CC=CC=C1)C1=C(C=CC=3SC2=C(C31)C=CC=C2)C2=CC=CC=C2)C2=NN=NC(=C2C2=CC=CC=C2)C2=CC=CC=C2 (phenyldibenzofuranyl)(diphenyltriazinyl)(phenyldibenzothiophenyl)(diphenyltriazinyl)biphenyl